C(#N)[C@@H](C[C@@H]1C(NCCC1)=O)NC(=O)[C@H]1N([C@@H]2CC([C@H]1CC2)(F)F)C([C@H](CC2CC2)NC=2C=NC=C(C2)C)=O (1S,3S,4S)-N-((R)-1-cyano-2-((R)-2-oxopiperidin-3-yl)ethyl)-2-((S)-3-cyclopropyl-2-((5-methylpyridin-3-yl)amino)propanoyl)-5,5-difluoro-2-azabicyclo[2.2.2]octane-3-carboxamide